BrC1=C(OC2=NC(=NC(=N2)OC2=C(C=C(C=C2Br)Br)Br)OC2=C(C=C(C=C2Br)Br)Br)C(=CC(=C1)Br)Br tris(2,4,6-tribromophenoxy)-1,3,5-triazine